(2S,4R)-1-[(2S)-2-[2-[2-(2-aminoethoxy)ethoxy]acetamido]-3,3-dimethylbutanoyl]-4-hydroxy-N-[[4-(4-methyl-1,3-thiazol-5-yl)phenyl]methyl]pyrrolidine-2-carboxamide NCCOCCOCC(=O)N[C@H](C(=O)N1[C@@H](C[C@H](C1)O)C(=O)NCC1=CC=C(C=C1)C1=C(N=CS1)C)C(C)(C)C